COC(=O)C=1C=CC2=C(N(C(=N2)CN2CCC(=CC2)C2=CC=CC=3OC(OC32)(C)C3=C(C=C(C=C3)Cl)F)C[C@H]3OCC3)C1 2-((4-(2-(4-Chloro-2-fluorophenyl)-2-methylbenzo[d][1,3]dioxol-4-yl)-3,6-dihydropyridin-1(2H)-yl)methyl)-1-(((S)-oxetan-2-yl)methyl)-1H-benzo[d]imidazole-6-carboxylic acid methyl ester